COC(=O)C1=NC(=CC(=C1)CNCC1=CC=C(C=C1)OC)C=O 6-Formyl-4-[(4-methoxy-benzylamino)-methyl]-pyridine-2-carboxylic acid methyl ester